(4-(cyclohexyloxy)benzyl)-3-(4-((4-methoxybenzyl)oxy)-3-methyl-5-(trifluoromethyl)phenyl)-1,2,4-oxadiazole-5-carboxamide C1(CCCCC1)OC1=CC=C(CNC(=O)C2=NC(=NO2)C2=CC(=C(C(=C2)C(F)(F)F)OCC2=CC=C(C=C2)OC)C)C=C1